arsenic tricysteine N[C@@H](CS)C(=O)O.N[C@@H](CS)C(=O)O.N[C@@H](CS)C(=O)O.[As]